O1C=CC2=C1C=CC(=C2)C(N2CCN(CC2)C(=O)OC(C)(C)C)C=2C=CC1=C(C=CO1)C2 tert-butyl 4-(di(benzofuran-5-yl)methyl)piperazine-1-carboxylate